C(#N)CC1(CCN(CC1)CC1=CC=C(C=C1)C1=CC(=CC=C1)OC)N1N=C(C(=C1)C(=O)N)NC(=O)C1CC1 1-[4-(cyanomethyl)-1-[[4-(3-methoxyphenyl)phenyl]methyl]-4-piperidyl]-3-(cyclopropanecarbonylamino)pyrazole-4-carboxamide